8-hydroxy-2,3-dihydro-1H-phenalen-1-one OC=1C=C2C=CC=C3CCC(C(C1)=C32)=O